3-(2-(but-2-yn-1-yloxy)phenyl)-3-(p-tolyl)propionic acid C(C#CC)OC1=C(C=CC=C1)C(CC(=O)O)C1=CC=C(C=C1)C